C(C)N1N=NC2=C1C=CC(=C2C)[C@@H](C(C(=O)OC)(C)C)C2=CC=C1CCN(CC1=C2)C(C2=C(C(=CC(=C2C)C)C)C)=O Methyl (3S)-3-(1-ethyl-4-methyl-benzotriazol-5-yl)-2,2-dimethyl-3-[2-(2,3,5,6-tetramethylbenzoyl)-3,4-dihydro-1H-isoquinolin-7-yl]propanoate